(5-fluorobenzo[d][1,3]dioxol-4-yl)methanamine FC1=C(C2=C(OCO2)C=C1)CN